CN(C1CN(C1)C1=NC=2CC(CCC2C(=N1)N1CC(N(CC1)C(C=CCN(C)C)=O)CC#N)N1CCCC2=CC=C(C=C12)F)C 2-(4-(2-(3-(dimethylamino)azetidin-1-yl)-7-(7-fluoro-3,4-dihydroquinolin-1(2H)-yl)-5,6,7,8-tetrahydroquinazolin-4-yl)-1-(4-(dimethylamino)but-2-enoyl)piperazin-2-yl)acetonitrile